2-(Trifluoromethyl)-7-azabicyclo[2.2.1]heptane Hydrochloride Cl.FC(C1C2CCC(C1)N2)(F)F